3-{[(3S,4R)-4-Methyl-2-(2-methyl-5-phenyl-1,3-thiazol-4-carbonyl)-2-azabicyclo[3.1.1]heptan-3-yl]methoxy}isochinolin C[C@H]1[C@H](N(C2CC1C2)C(=O)C=2N=C(SC2C2=CC=CC=C2)C)COC=2N=CC1=CC=CC=C1C2